(E)-1-(6-(ethylthio)-3-methylbenzofuran-2-yl)-3-(4-hydroxy-3,5-dimethylphenyl)prop-2-en-1-one C(C)SC1=CC2=C(C(=C(O2)C(\C=C\C2=CC(=C(C(=C2)C)O)C)=O)C)C=C1